ClC1=NC=C(C=2N=C(N=CC21)S(=O)(=O)C)I 5-Chloro-8-iodo-2-(methylsulfonyl)pyrido[4,3-d]pyrimidine